ClC1=CC=C(C=C1)C=1N=C2N(C=CC=N2)C1CN1CC2CCC(C1)N2C(=O)NC2=C(C=CC(=C2)C(F)(F)F)Cl 3-{[2-(4-chlorophenyl)imidazo[1,2-a]pyrimidin-3-yl]methyl}-N-[2-chloro-5-(trifluoromethyl)-phenyl]-3,8-diazabicyclo[3.2.1]octane-8-carboxamide